ON=C(N)C1=CC(=NC=C1)COC(C)C N'-hydroxy-2-(isopropoxymethyl)pyridine-4-carboxamidine